ClC1=CC=C(C(=N1)C=1C(=C(C=O)C(=CC1)O)C)N[C@H](C)C=1C=C(C=C2C(C(=C(OC12)N1CCC(CC1)(C)C)C)=O)C 3-[6-chloro-3-[[(1R)-1-[2-(4,4-dimethyl-1-piperidyl)-3,6-dimethyl-4-oxo-chromen-8-yl]ethyl]amino]-2-pyridyl]-6-hydroxy-2-methyl-benzaldehyde